C([O-])([O-])=O.[K+].C(O)(O)=O.[Na+] Natrium carbonat Kalium carbonat